N-[4-(2-fluorophenoxy)-2-{(3S)-4-methyl-3-[(methylamino)methyl]piperazin-1-yl}-3-(trifluoromethyl)phenyl]-2-(pyridazin-4-yl)-1,3-oxazole-4-carboxamide trihydrochloride Cl.Cl.Cl.FC1=C(OC2=C(C(=C(C=C2)NC(=O)C=2N=C(OC2)C2=CN=NC=C2)N2C[C@@H](N(CC2)C)CNC)C(F)(F)F)C=CC=C1